CC1=C2C(C(=O)NC2=O)=CC=C1C1=CC=CC=2C3=CC=CC=C3NC12 m-methylcarbazolylphthalimide